6-amino-1'-methyl-2'-oxo-N-[(1S,2S)-2-{[4-(4,4,5,5-tetramethyl-1,3,2-dioxaborolan-2-yl)phenyl]methoxy}cyclopentyl]-1',2'-dihydro[3,4'-bipyridine]-5-carboxamide NC1=C(C=C(C=N1)C1=CC(N(C=C1)C)=O)C(=O)N[C@@H]1[C@H](CCC1)OCC1=CC=C(C=C1)B1OC(C(O1)(C)C)(C)C